C(#N)C(C(=O)OC(CCCCC)O)C#N hexanediol biscyanoacetate